(S)-2-amino-5-guanidino-N-((S)-1-(methylamino)-1-oxo-3-(tetrahydro-2H-pyran-4-yl)propan-2-yl)pentanamid N[C@H](C(=O)N[C@H](C(=O)NC)CC1CCOCC1)CCCNC(=N)N